4-[4-bromo-6-(2-chloro-6-methoxy-benzyl)-3-hydroxy-pyridin-2-yl]-4-oxo-butyric acid ethyl ester C(C)OC(CCC(=O)C1=NC(=CC(=C1O)Br)CC1=C(C=CC=C1OC)Cl)=O